C1(CC1)CN1N=C(C=C1)C(C(C)C)=O 1-[1-(Cyclopropylmethyl)pyrazol-3-yl]-2-methyl-propan-1-one